18-oxo-2,5,8,11,14-pentaoxa-17-azaheneicosane O=C(NCCOCCOCCOCCOCCOC)CCC